(R)-2-(((5S,7R,8R,9S,10R)-8-hydroxy-7-(hydroxymethyl)-9-(4-(3,4,5-trifluorophenyl)-1H-1,2,3-triazol-1-yl)-1,6-dioxaspiro[4.5]decan-10-yl)oxy)propanoic acid O[C@H]1[C@H](O[C@@]2(CCCO2)[C@@H]([C@H]1N1N=NC(=C1)C1=CC(=C(C(=C1)F)F)F)O[C@@H](C(=O)O)C)CO